S(C#N)C1=CC=C2NCC=NC2=C1 7-thiocyano-3,4-dihydroquinoxaline